NC1=C(C2=C(S1)C(C(CC2)(C2=CC=CC=C2)CC2=CC(=NO2)C)=O)C(=O)N 2-Amino-6-((3-methylisoxazol-5-yl)methyl)-7-oxo-6-phenyl-4,5,6,7-tetrahydrobenzo[b]thiophene-3-carboxamide